methyl rac-(2R,3S,4S,5R)-3-(3-(difluoromethyl)-4-fluoro-2-methoxyphenyl)-4,5-dimethyl-5-(trifluoromethyl)tetrahydrofuran-2-carboxylate FC(C=1C(=C(C=CC1F)[C@H]1[C@@H](O[C@]([C@H]1C)(C(F)(F)F)C)C(=O)OC)OC)F |r|